The molecule is conjugate base of 7alpha,12alpha-dihydroxy-3-oxochol-4-en-24-oic acid. It is a steroid acid anion and a carboxylic acid anion. It is a conjugate base of a 7alpha,12alpha-dihydroxy-3-oxochol-4-en-24-oic acid. C[C@H](CCC(=O)[O-])[C@H]1CC[C@@H]2[C@@]1([C@H](C[C@H]3[C@H]2[C@@H](CC4=CC(=O)CC[C@]34C)O)O)C